C(C1=CC=CC=C1)OCC1CCNC(CO1)=O 7-[(Benzyloxy)methyl]-1,4-oxazepan-3-one